C(C)(C)(C)N1C=NC(=C1)NC(C1=CC(=C(C=C1)C)C#CC=1C=NC=CC1)=O N-(1-tert-butylimidazol-4-yl)-4-methyl-3-[2-(3-pyridyl)ethynyl]benzamide